FC=1C=C2C(=C(NC2=C(C1)F)C1=CC=C(C=C1)F)CC1CC(C1)NC(OCC1=CC=CC=C1)=O benzyl N-[3-[[5,7-difluoro-2-(4-fluorophenyl)-1H-indol-3-yl]methyl]cyclobutyl]carbamate